5,10,15,20-tetrakis(pentafluorophenyl)-21H,23H-porphyrin FC1=C(C(=C(C(=C1C=1C2=CC=C(N2)C(=C2C=CC(C(=C3C=CC(=C(C=4C=CC1N4)C4=C(C(=C(C(=C4F)F)F)F)F)N3)C3=C(C(=C(C(=C3F)F)F)F)F)=N2)C2=C(C(=C(C(=C2F)F)F)F)F)F)F)F)F